NC1=NC=C(C2=C1C(=C(N2C)C2=C(C=C(C=C2)NC(=O)C(=C)F)C)C=2C=C(C(=NC2)C(=O)NCC2(CC2)F)Cl)C#CC(C)(C)O 5-(4-amino-2-{4-[(2-fluoroacrylamino)]-2-methylphenyl}-7-(3-hydroxy-3-methylbut-1-ynyl)-1-methylpyrrolo[3,2-c]pyridin-3-yl)-3-chloro-N-[(fluorocyclopropyl)methyl]pyridine-2-carboxamide